2-phenyl-2-dimethylamino-1-(4-morpholinophenyl)-butan-1-one C1(=CC=CC=C1)C(C(=O)C1=CC=C(C=C1)N1CCOCC1)(CC)N(C)C